N-allyl-N-methyl-2-sulfanyl-acetamide C(C=C)N(C(CS)=O)C